N-(3-((3-(6,9-dihydro-1H-purin-6-yl)pyridin-2-yl)amino)-4-methylphenyl)-1-(4-fluoro-phenyl)-1H-pyrrole-2-carboxamide N1C=NC=2NC=NC2C1C=1C(=NC=CC1)NC=1C=C(C=CC1C)NC(=O)C=1N(C=CC1)C1=CC=C(C=C1)F